ClC1=CC=C(C=C1)C1=N[C@H](C=2N(C3=C1C(=C(S3)C)C)C(=NN2)C)CC(=O)NOC2OCCCC2 2-((S)-4-(4-chlorophenyl)-2,3,9-trimethyl-6H-thieno[3,2-f][1,2,4]triazolo[4,3-a][1,4]diazepin-6-yl)-N-((tetrahydro-2H-pyran-2-yl)oxy)acetamide